ClC=1C=C2C(=NC=NC2=C(C1)C(F)(F)F)NC(C)C1=NC=NN1C1=CC=C(C=N1)C#N 6-[5-[1-[[6-chloro-8-(trifluoromethyl)quinazolin-4-yl]amino]ethyl]-1,2,4-triazol-1-yl]pyridine-3-carbonitrile